ClC1=NC=C(C(=C1)C1=C(C=NC(=C1)C)C(=O)NC=1SC2=C(N1)CN(C2)C(C2=NC(=CC=C2)OC)=O)OC 2'-chloro-5'-methoxy-N-(5-(6-methoxypicolinoyl)-5,6-dihydro-4H-pyrrolo[3,4-d]thiazol-2-yl)-6-methyl-[4,4'-bipyridine]-3-carboxamide